tert-butyl (3-(2-oxo-3-(3-phenoxyphenyl)-2,3-dihydro-1H-imidazo[4,5-c]pyridine-1-yl)phenyl)carbamate O=C1N(C2=C(C=NC=C2)N1C1=CC(=CC=C1)OC1=CC=CC=C1)C=1C=C(C=CC1)NC(OC(C)(C)C)=O